N-(3-((4-methylpiperazin-1-yl)methyl)-1,2,4-thiadiazol-5-yl)-5-(3-(trifluoromethoxy)phenyl)thiophene-3-carboxamide CN1CCN(CC1)CC1=NSC(=N1)NC(=O)C1=CSC(=C1)C1=CC(=CC=C1)OC(F)(F)F